C1=CC=CC2=C(C3=CC=CC=C3C(=C12)C1=CC=C(C=C1)C=1SC2=C(N1)C=CC(=C2)C)C2=CC=C(C=C2)C=2SC1=C(N2)C=CC(=C1)C 2,2'-(9,10-anthracendiyl-di-4,1-phenylene)bis[6-methyl-benzothiazol]